4-(2-buten-1-ylidene)-3,5,5-trimethyl-2-cyclohexen-1-one C(C=CC)=C1C(=CC(CC1(C)C)=O)C